COC1=CC=C(C=C1)C1CC(N(CC1COC=1C=C2C(NCC2=CC1)=O)C(=O)OC(C)(C)C)C (+/-)-1-tert-Butyl trans,trans-4-(4-Methoxyphenyl)-2-methyl-5-{[(3-oxoisoindolin-5-yl)oxy]methyl}piperidine-1-carboxylate